C1(CC1)C#CC1=CC=C(OC2=C(N=NN2)C(=O)O)C=C1 5-(4-(2-cyclopropylethynyl)phenoxy)-1H-1,2,3-triazole-4-carboxylic acid